C1(=CC(=CC(=C1)CC(C(=O)N)Cl)CC(C(=O)N)Cl)CC(C(=O)N)Cl (benzene-1,3,5-triyltris(methylene))tris(2-chloroacetamide)